3-cyclobutyl-4-[4-(methoxymethyl)piperidin-1-yl]-N-(oxolane-3-sulfonyl)-1-phenyl-1H-pyrazolo[3,4-b]pyridine-6-carboxamide C1(CCC1)C1=NN(C2=NC(=CC(=C21)N2CCC(CC2)COC)C(=O)NS(=O)(=O)C2COCC2)C2=CC=CC=C2